serineo-r-glutamine N([C@@H](CO)C(=O)O)N[C@H](CCC(N)=O)C(=O)O